4-cyclopropyl-3,4-dihydroxypyrrolidine-1-carboxylate C1(CC1)C1(C(CN(C1)C(=O)[O-])O)O